(2,2-bis(silylmethyl)propane-1,3-diyl)bis(silane) [SiH3]CC(C[SiH3])(C[SiH3])C[SiH3]